C1(CCCCC1)CC(=O)N1C[C@H]([C@](CC1)(O)COC1=C2CCC(NC2=C(C=C1)F)=O)O 5-(((3R,4R)-1-(2-cyclohexylacetyl)-3,4-dihydroxypiperidin-4-yl)methoxy)-8-fluoro-3,4-dihydroquinolin-2(1H)-one